OC1OC(=CC1=O)C hydroxy-5-methyl-3(2h)furanone